ClC1=CC=C(CN2CC(CCC2)C2=CC=NC=3N2N=C(C3CNCC3CC(OCC3)(C)C)C)C=C1 1-(7-(1-(4-chlorobenzyl)piperidin-3-yl)-2-methylpyrazolo[1,5-a]pyrimidin-3-yl)-N-((2,2-dimethyltetrahydro-2H-pyran-4-yl)methyl)methanamine